(7S)-6-((4-phenoxybenzoyl)glycyl)-1-oxa-6-azaspiro[3.4]octane-7-carboxylic acid benzyl ester C(C1=CC=CC=C1)OC(=O)[C@H]1N(CC2(CCO2)C1)C(CNC(C1=CC=C(C=C1)OC1=CC=CC=C1)=O)=O